FC=1C=CC2=C(N(C(=N2)NC)C2=NC(=CC(=N2)C(C)([S@@](=O)(=N)C)C)N2[C@@H](COCC2)C)C1 6-Fluoro-N-methyl-1-{4-[1-methyl-1-((R)-S-methylsulfonimidoyl)ethyl]-6-[(3R)-3-methylmorpholin-4-yl]pyrimidin-2-yl}-1H-benzimidazol-2-amine